[SiH4].[As] arsenic silane